Cl.NCC1=C(C=C(C=C1)C(=N)NC(OCC1=CC=CC=C1)=O)OC benzyl ((4-(aminomethyl)-3-methoxyphenyl)(imino)methyl)carbamate hydrochloride